CCC(CC)C1=NC=2N(C(=C1)NC1CC(CC1)N)N=CC2 N1-(5-(PENTAN-3-YL)PYRAZOLO[1,5-A]PYRIMIDIN-7-YL)CYCLOPENTANE-1,3-DIAMINE